E-beta-Ocimene C=C\C(\C)=C\CC=C(C)C